hydroxy-2,5,7,8-tetramethylchroman-2-carboxylic acid CC1=CC(=C2CC(C(OC2=C1C)(C)C(=O)O)O)C